magnesium oxygen 4-(1,3-dimethyl-1H-pyrazol-5-yl)-N1-((5-fluoro-2,3-dihydrobenzofuran-4-yl)methyl)-N6,N6-dimethyl-2,7-naphthyridine-1,6-diamine CN1N=C(C=C1C1=CN=C(C2=CN=C(C=C12)N(C)C)NCC1=C(C=CC2=C1CCO2)F)C.[O].[Mg]